N2-(2-methoxy-4-(methylsulfonyl)phenyl)-N4-methyl-5-(trifluoromethyl)-7H-pyrrolo[2,3-d]pyrimidine-2,4-diamine COC1=C(C=CC(=C1)S(=O)(=O)C)NC=1N=C(C2=C(N1)NC=C2C(F)(F)F)NC